FCCN1N=CC(=C1)C#CC=1C(=CC(=NC1)N)N 5-((1-(2-fluoroethyl)-1H-pyrazol-4-yl)ethynyl)pyridine-2,4-diamine